C(C)(=O)N1N[C@H](CCC1)C(=O)OCC1=CC=CC=C1 benzyl (R)-1-acetylhexahydropyridazine-3-carboxylate